ClC1=NC2=C(N1CC1=CC=C(C#N)C=C1)C=C(C=C2)Cl 4-((2,6-dichloro-1H-benzo[d]imidazol-1-yl)methyl)benzonitrile